(S)-1-(thiazol-2-ylcarbamoyl)-6-azaspiro[2.5]octane-6-carboxylate S1C(=NC=C1)NC(=O)[C@H]1CC12CCN(CC2)C(=O)[O-]